N1=C(C=CC=C1)CNCC1=CC=C(C=C1)CNCC1CC2=C(C=CC=C2CC1)F N-(2-pyridylmethyl)-N'-(8-fluoro-1,2,3,4-tetrahydro-2-naphthylmethyl)-1,4-xylylenediamine